BrC=1C=C(C(=O)N[C@@H](C)C2=NC(=NN2C2=CC(=NC=N2)C(=O)N)C2CC2)C=C(C1)OC(F)(F)F 6-[5-[(1S)-1-[[3-bromo-5-(trifluoromethoxy)benzoyl]amino]ethyl]-3-cyclopropyl-1,2,4-triazol-1-yl]pyrimidine-4-carboxamide